CN(CC)CCOCC(=O)N(CCCC)C 2-[2-(N-methyl-N-ethyl-amino)ethoxy]-N-methyl-N-butyl-acetamide